CC(C=O)CC(=C)C1C(C(=CC1)C)(C)C 2-methyl-4-(2,2,3-trimethylcyclopent-3-en-1-yl)pent-4-enal